ClC=1C=C(C=CC1)CNC1=CC=C(C=C1)C=1C(NC=CC1)=O 3-[4-[(3-Chlorophenyl)methylamino]phenyl]-1H-pyridin-2-one